FC=1C(=NC(=NC1)C1=NN(C(=C1)C1=NOC=C1)CC1=C(C=CC=C1)F)N(CCS(=O)(=O)Cl)C 2-((5-fluoro-2-(1-(2-fluorobenzyl)-5-(isoxazol-3-yl)-1H-pyrazol-3-yl)pyrimidin-4-yl)(methyl)amino)-ethanesulfonyl chloride